C(C)[N+](=CC)[O-] N-ethyl-alpha-methyl-nitrone